ClC=1C=C(C=2N(N1)C=CN2)[C@@H]2[C@H](C2)C2=CC=C(C=C2)C2CC2 6-chloro-8-((1S,2S)-2-(4-cyclopropylphenyl)cyclopropyl)imidazo[1,2-b]pyridazine